C(C1=CC=CC=C1)C1(OCC(O1)C1C(=C(C(O1)=O)O)O)CC1=CC=CC=C1 5-(2,2-dibenzyl-1,3-dioxolan-4-yl)-3,4-dihydroxyfuran-2(5H)-one